3-ethyl-hexane C(C)C(CC)CCC